methyl-1-(pyridin-4-ylmethyl)-1H-imidazole-2-carboxylate COC(=O)C=1N(C=CN1)CC1=CC=NC=C1